NC(=CC(COC(CC(C=C(C)N)=O)=O)=O)C 5-amino-3-oxo-4-hexenoic acid 4-amino-2-oxo-3-penten-1-yl ester